4-(5-(4-fluoro-2,6-dimethylphenoxy)-1-methyl-2-oxo-1,2-dihydropyridin-4-yl)-N-isopropyl-6-methyl-7-oxo-6,7-dihydro-1H-pyrrolo[2,3-c]pyridine-2-carboxamide FC1=CC(=C(OC=2C(=CC(N(C2)C)=O)C=2C3=C(C(N(C2)C)=O)NC(=C3)C(=O)NC(C)C)C(=C1)C)C